CC1=C(C[C@H]2[C@@H](C3=CC=CC=C3C2)O)C=CC=C1 (1S,2R)-2-(2-methylbenzyl)-2,3-dihydro-1H-inden-1-ol